CC1=C(C=CC(=C1)N)N 2-methyl-1,4-diaminobenzene